S(SCCC1(C(=O)[O-])C(C(=C(C(=C1F)F)N=[N+]=[N-])F)F)CCC1(C(=O)[O-])C(C(=C(C(=C1F)F)N=[N+]=[N-])F)F Disulfanediylbis(ethane-2,1-diyl)bis(4-azido-2,3,5,6-tetrafluorobenzoate)